3-methoxy-2,7-dimethylquinoline COC=1C(=NC2=CC(=CC=C2C1)C)C